4-(5-(3-((2-(3-cyano-propanoyl)-6-methoxy-benzo[b]thiophen-5-yl)oxy)propoxy)-6-methoxy-isoindolin-2-yl)-4-oxobutanenitrile C(#N)CCC(=O)C1=CC2=C(S1)C=C(C(=C2)OCCCOC=2C=C1CN(CC1=CC2OC)C(CCC#N)=O)OC